FC(C(=O)N(S(=O)(=O)C(C(F)(F)F)(C(F)(F)F)F)[Ag])(C(C(C(F)(F)F)(F)F)(F)F)F (2,2,3,3,4,4,5,5,5-nonafluoro-N-((perfluoropropan-2-yl)sulfonyl)pentanamido)silver